COC=1C=C2C(NC(=NC2=CC1)CSC1CCOCC1)=O 6-methoxy-2-(((tetrahydro-2H-pyran-4-yl)thio)methyl)quinazolin-4(3H)-one